F[13C]([13C]([13C]([13C]([13C]([13C]([13C]([13C](F)(F)F)(F)F)(F)F)(F)F)(F)F)(F)F)(F)F)(S(=O)(=O)[O-])F.[Na+] sodium perfluoro-[13C8]octanesulfonate